3-({[(2-methylpyridin-4-yl)methyl][(3S)-1-(6-Nitropyridin-3-yl)piperidin-3-yl]Amino}methyl)-1-(propan-2-yl)-1,4-dihydroquinolin-4-one CC1=NC=CC(=C1)CN([C@@H]1CN(CCC1)C=1C=NC(=CC1)[N+](=O)[O-])CC1=CN(C2=CC=CC=C2C1=O)C(C)C